4-fluoro-2-[(4-methoxyphenyl)methylthio]benzoic acid FC1=CC(=C(C(=O)O)C=C1)SCC1=CC=C(C=C1)OC